BrC=1C(=C2N(C=NNC2=O)C1C)C 7-bromo-6,8-dimethylpyrrolo[1,2-d][1,2,4]triazin-1(2H)-one